COCC1(CCC=2C(=NNC2C1)C(=O)N)C 6-(methoxymethyl)-6-methyl-4,5,6,7-tetrahydro-1H-indazole-3-carboxamide